Methyl (S)-4-(2-(3-(((2-methoxy-12-oxo-6a,7,8,9,10,12-hexahydrobenzo[e]pyrido[1,2-a][1,4]diazepin-3-yl)oxy)methyl)phenyl)acetamido)-1-methyl-1H-pyrrole-2-carboxylate COC1=CC2=C(N=C[C@H]3N(C2=O)CCCC3)C=C1OCC=1C=C(C=CC1)CC(=O)NC=1C=C(N(C1)C)C(=O)OC